tri(2-ethylhexyl)-cyclohexane-1,2,4-tripropionate C(C)C(COC(CCC1C(CC(CC1)CCC(=O)OCC(CCCC)CC)CCC(=O)OCC(CCCC)CC)=O)CCCC